FC1=CC(=C(C(=C1)C(C)C)NC(=O)NS(=O)(=O)C=1OC=C(C1)C(C)(C)O)C(C)C N-(4-fluoro-2,6-diisopropylphenyl-carbamoyl)-4-(2-hydroxypropan-2-yl)furan-2-sulfonamide